C1(CCCCC1)COC=1C=C(C=CC1)S(=O)CCNC(OC(C)(C)C)=O (+)-tert-butyl (2-((3-(cyclohexylmethoxy)phenyl)sulfinyl)ethyl)carbamate